BrC1=C2C=C(NC2=C(C=C1C(F)(F)F)F)S(=O)(=O)C1CCC1 4-bromo-2-(cyclobutylsulfonyl)-7-fluoro-5-(trifluoromethyl)-1H-indole